[Cl-].C(=C)N1C=NC=C1 N-vinyl-imidazole chloride